thiophen-3-carboxamide S1C=C(C=C1)C(=O)N